{5-[di(tert-butyl)(fluoro)silyl]-4-methoxy-2-pyridylamino}acetamide C(C)(C)(C)[Si](C=1C(=CC(=NC1)NCC(=O)N)OC)(F)C(C)(C)C